BrC1=C(C=C(C=C1[N+](=O)[O-])CN(C(=O)C=1C=NC(=NC1)C(F)(F)F)C=1C(=NC=CC1)S(=O)(=O)C)F N-[(4-bromo-3-fluoro-5-nitrophenyl)methyl]-N-(2-methanesulfonylpyridin-3-yl)-2-(tri-fluoromethyl)pyrimidine-5-carboxamide